2-(4-((4-(4-((14-(tosyloxy)-3,6,9,12-tetraoxatetradecyl)oxy)phenyl)piperidin-1-yl)sulfonyl)benzamido)acetate S(=O)(=O)(C1=CC=C(C)C=C1)OCCOCCOCCOCCOCCOC1=CC=C(C=C1)C1CCN(CC1)S(=O)(=O)C1=CC=C(C(=O)NCC(=O)[O-])C=C1